NN1C(=NC(=C1C(=O)N)C1=CC=C(C=C1)C(NC1=NC=CC(=C1)OC)=O)[C@H]1N(CCC1)C(C#CC)=O (S)-1-Amino-2-(1-(but-2-ynoyl)pyrrolidin-2-yl)-4-(4-((4-methoxypyridin-2-yl)carbamoyl)phenyl)-1H-imidazol-5-carboxamid